C(#N)COC1=C(C(=C(C=C1)C1=CN=C(N1C)C(=O)NC1=CC(=C(C=C1)C(=O)N1CCNCC1)C)F)F 5-[4-(cyanomethoxy)-2,3-difluoro-phenyl]-1-methyl-N-[3-methyl-4-(piperazine-1-carbonyl)phenyl]imidazole-2-carboxamide